C(C1=CC=CC=C1)NC=O N-benzyl-formamide